Oxathiolane C1COSC1